OC1=C(C=CC=C1)C=1C=C2C(=NN1)NCC1N2CCC(C1)=O 2-(2-hydroxyphenyl)-5,6,6a,7,9,10-hexahydro-8H-pyrido[1',2':4,5]pyrazino[2,3-c]pyridazin-8-one